tert-butyl 6-(8-(benzo[d]thiazol-2-yl((2-(trimethylsilyl)ethoxy)methyl)carbamoyl)-3,4-dihydroisoquinolin-2(1H)-yl)-3-(3-((8-bromooctyl)oxy)-2-methylphenyl)picolinate S1C(=NC2=C1C=CC=C2)N(C(=O)C=2C=CC=C1CCN(CC21)C2=CC=C(C(=N2)C(=O)OC(C)(C)C)C2=C(C(=CC=C2)OCCCCCCCCBr)C)COCC[Si](C)(C)C